NC(C(=O)[O-])C(C)C 2-amino-3-methylbutanoate